BromoIsobutylene BrCC(C)=C